N1(CCOCC1)C1=NC=C2NC=NC2=N1 morpholinylpurine